(S)-5-((((3'-chloro-2'-(2-chloro-3-((2-fluoro-3-(((2-methoxyethyl)amino)methyl)phenyl)amino)phenyl)-6-methoxy-[2,4'-bipyridin]-5-yl)methyl)amino)methyl)pyrrolidin-2-one ClC=1C(=NC=CC1C1=NC(=C(C=C1)CNC[C@@H]1CCC(N1)=O)OC)C1=C(C(=CC=C1)NC1=C(C(=CC=C1)CNCCOC)F)Cl